5-[3-(Benzyloxy)-1-(2-fluorophenyl)-4-iodo-1H-pyrazol-5-yl]-2-fluoropyridin C(C1=CC=CC=C1)OC1=NN(C(=C1I)C=1C=CC(=NC1)F)C1=C(C=CC=C1)F